3-(4-amino-7-(4-(hydroxymethyl)-2-methyl-oxazol-5-yl)-2-(pyridin-2-ylmethyl)-2H-[1,2,3]triazolo[4,5-c]pyridin-6-yl)benzonitrile NC1=NC(=C(C=2C1=NN(N2)CC2=NC=CC=C2)C2=C(N=C(O2)C)CO)C=2C=C(C#N)C=CC2